(E)-2-benzyl-2-methylpent-3-enal C(C1=CC=CC=C1)C(C=O)(\C=C\C)C